C(C(C)C)C1=C(C(=CC(=C1)C)CC(C)C)O 2,6-diisobutyl-p-methyl-phenol